BrC1=C2CN(C(N(C2=CC(=C1)C(C)(F)F)C)=O)C 5-bromo-7-(1,1-difluoroethyl)-1,3-dimethyl-3,4-dihydroquinazolin-2(1H)-one